N1=CC(=C2CSCCN21)C(=O)O 6,7-dihydro-4H-pyrazolo[5,1-c][1,4]thiazine-3-carboxylic acid